aluminum (n-butyl acetoacetate) C(CCC)CC(CC(=O)[O-])=O.[Al+3].C(CCC)CC(CC(=O)[O-])=O.C(CCC)CC(CC(=O)[O-])=O